N-(3-methyl-4-((5-(4-(2-oxopiperidin-1-yl)phenyl)-1H-pyrazol-3-yl)amino)phenyl)acetamid CC=1C=C(C=CC1NC1=NNC(=C1)C1=CC=C(C=C1)N1C(CCCC1)=O)NC(C)=O